2-((3-methoxybenzyl)(methyl)amino)thiazole-4-carboxylic acid ethyl ester C(C)OC(=O)C=1N=C(SC1)N(C)CC1=CC(=CC=C1)OC